Glyceryl Oleat Linoleat C(CCCCCCC\C=C/C\C=C/CCCCC)(=O)O.C(CCCCCCC\C=C/CCCCCCCC)(=O)OCC(O)CO